1-(6-(cyclohexylmethoxy)pyridin-2-yl)piperazine hydrochloride Cl.C1(CCCCC1)COC1=CC=CC(=N1)N1CCNCC1